FC1(CCC(CC1)NC(=O)C1=CC2=C(N=C(S2)N2CCNCC2)C=C1)F N-(4,4-difluorocyclohexyl)-2-(piperazin-1-yl)benzo[d]thiazole-6-carboxamide